penta-enol C(=CCCC)O